(R)-N-(4-(dimethylamino)phenyl)-3-(3-(2-(trifluoromethoxy)phenyl)-1H-indazol-1-yl)piperidine-1-carboxamide CN(C1=CC=C(C=C1)NC(=O)N1C[C@@H](CCC1)N1N=C(C2=CC=CC=C12)C1=C(C=CC=C1)OC(F)(F)F)C